C=1(C(=CC=C(C1)O)O)C1=CC=CC=C1 2,5-Biphenyldiol